N-(3-chloro-2-methylphenyl)-2-[(2-methoxyethyl)amino]-6-({[2-(trifluoromethyl)phenyl]carbonyl}amino)-1H-benzoimidazole-4-carboxamide ClC=1C(=C(C=CC1)NC(=O)C1=CC(=CC=2NC(=NC21)NCCOC)NC(=O)C2=C(C=CC=C2)C(F)(F)F)C